7-vinylbicyclo[4.1.0]heptane C(=C)C1C2CCCCC12